2-fluoro-5-(2,5,5-trifluoro-4-hydroxyl-3-(thien-2-yl)-4,5,6,7-tetrahydro-1H-indol-1-yl)benzonitrile FC1=C(C#N)C=C(C=C1)N1C(=C(C=2C(C(CCC12)(F)F)O)C=1SC=CC1)F